C(C)(C)(C)OC(N[C@@H]1CN([C@@H](C1)C1=CC=CC=C1)CC1=CC=C(C=C1)OC)=O |r| racemic-((3s,5s)-1-(4-methoxybenzyl)-5-phenylpyrrolidin-3-yl)carbamic acid tert-butyl ester